C1=CN(C=C1)I alpha-iodopyrrole